(2R)-benzyl 2-((4-(tert-butyl)phenyl)(2-((6-methoxypyridin-3-yl)amino)-2-oxo-1-(pyridin-3-yl)ethyl)carbamoyl)pyrrolidine-1-carboxylate C(C)(C)(C)C1=CC=C(C=C1)N(C(=O)[C@@H]1N(CCC1)C(=O)OCC1=CC=CC=C1)C(C(=O)NC=1C=NC(=CC1)OC)C=1C=NC=CC1